N-(2-methyl-4-((2-(N-methylmethanesulfonamido)phenyl)amino)-3-oxo-2,3-dihydro-1H-pyrazolo[3,4-b]pyridin-6-yl)cyclopropanecarboxamide CN1NC2=NC(=CC(=C2C1=O)NC1=C(C=CC=C1)N(S(=O)(=O)C)C)NC(=O)C1CC1